N-[1-[2-[4-(3-cyanopropylamino)-1-piperidyl]-2-oxo-ethyl]-3-[2-(difluoromethoxy)-5-methylsulfanyl-phenyl]pyrazol-4-yl]pyrazolo[1,5-a]pyrimidine-3-carboxamide C(#N)CCCNC1CCN(CC1)C(CN1N=C(C(=C1)NC(=O)C=1C=NN2C1N=CC=C2)C2=C(C=CC(=C2)SC)OC(F)F)=O